(E)-3-(benzenesulfonyl)-1-(p-tolyl)-2-propen-1-one C1(=CC=CC=C1)S(=O)(=O)/C=C/C(=O)C1=CC=C(C=C1)C